methyl (R)-3-((1-((tert-butoxycarbonyl) amino) butan-2-yl) oxy)-2-naphthoate C(C)(C)(C)OC(=O)NC[C@@H](CC)OC=1C(=CC2=CC=CC=C2C1)C(=O)OC